dibenzyl-(3-((2-chloro-5-(2-ethoxyvinyl) pyrimidin-4-yl) amino) bicyclo[2.2.2]oct-5-en-2-yl) phosphonate P(OC1(C2(C=CC(C1NC1=NC(=NC=C1C=COCC)Cl)CC2)CC2=CC=CC=C2)CC2=CC=CC=C2)([O-])=O